2,6-dimethylcresol CC1=C(C(CC=C1)(C)C)O